(S)-4-methyl-3-(1-(6-(morpholinomethyl)imidazo[1,2-a]pyridin-3-yl)pyrrolidin-3-yl)-N-(5-(trifluoromethyl)pyridin-3-yl)benzamide CC1=C(C=C(C(=O)NC=2C=NC=C(C2)C(F)(F)F)C=C1)[C@H]1CN(CC1)C1=CN=C2N1C=C(C=C2)CN2CCOCC2